CC(=O)CC[C@@H]1[C@H](OC2=C1C(=C3C(=C2)C(=O)C4=C(C3=O)C(=CC(=C4)O)O)[O-])O The molecule is a phenolate anion obtained by deprotonation of the 8-hydroxy group of hydroxyversicolorone. It is the major microspecies at pH 7.3 (according to Marvin v 6.2.0.). It has a role as a metabolite. It is a conjugate base of a hydroxyversicolorone.